1-hydroxy-3-(3,4,5-trimethoxyphenyl)-9H-xanthen-9-one OC1=CC(=CC=2OC3=CC=CC=C3C(C12)=O)C1=CC(=C(C(=C1)OC)OC)OC